ClC=1C(=CC(=NC1)NC(NC1CC12CCN(CC2)C(=O)NC)=O)C2=C1N(N=C2)CC(C1)(C)C 1-(3-(5-chloro-4-(5,5-dimethyl-5,6-dihydro-4H-pyrrolo[1,2-b]pyrazol-3-yl)pyridin-2-yl)ureido)-N-methyl-6-azaspiro[2.5]octane-6-carboxamide